FC1=C(C=C(C=C1)C=1C(=NNC1)C1=NC(=CC=C1)C)C1=CCN(C=C1)CCO 4-[2-fluoro-5-[3-(6-methyl-2-pyridinyl)-1H-pyrazol-4-yl]phenyl]-1H-pyridin-1-ethanol